[C@@H]12NC(C[C@H]2C1)C#N (1R,5R)-2-azabicyclo[3.1.0]hexane-3-carbonitrile